(S)-3-((S)-3-(2-(dimethylamino)ethyl)-6-(methoxycarbonyl)-7-methyl-6,7,8,9-tetrahydro-3H-imidazo[4,5-f]quinolin-2-yl)-2-phenylpropanoic acid CN(CCN1C(=NC2=C3CC[C@@H](N(C3=CC=C21)C(=O)OC)C)C[C@H](C(=O)O)C2=CC=CC=C2)C